S(=O)(=O)(O)CCCCN1C(=NC2=C1C=CC=C2)C N-sulfobutyl-methylbenzimidazole